C(C)(=O)O[C@H]1C(O[C@@H]([C@H]([C@@H]1OC(C)=O)OC(C)=O)C(=O)OC)OC(=O)N[C@@H](CC(=O)OCC1=CC=CC=C1)C(=O)OC(C)(C)C 4-benzyl 1-(tert-butyl) ((((3R,4S,5S,6S)-3,4,5-triacetoxy-6-(methoxycarbonyl)tetrahydro-2H-pyran-2-yl)oxy)carbonyl)-L-aspartate